C(C)(C)(C)OC(=O)N1C[C@@]2([C@](C1)(CN(C2)C2=CC=C(C=C2)F)C)C (3as,6ar)-2-(4-fluorophenyl)-3a,6a-dimethyl-1,3,4,6-tetrahydropyrrolo[3,4-c]pyrrole-5-carboxylic acid tert-butyl ester